N-(2,4-difluoro-3-(5-(p-tolyl)-1H-pyrrolo[2,3-b]pyridine-3-carbonyl)phenyl)propane-1-sulfonamide FC1=C(C=CC(=C1C(=O)C1=CNC2=NC=C(C=C21)C2=CC=C(C=C2)C)F)NS(=O)(=O)CCC